O-butyl-N,N'-dicyclohexylisourea C(CCC)OC(NC1CCCCC1)=NC1CCCCC1